COC(COC1=C(C=C(C=C1)Br)C12CC3CC(CC(C1)C3)C2)=O (2-adamantan-1-yl-4-bromophenyloxy)-acetic acid methyl ester